N-(5-(3-(3,3-difluoro-2-hydroxypropyl)-1,2,4-oxadiazol-5-yl)-2-methylphenyl)-6-((3-hydroxy-3-methylbutoxy)methyl)pyrazolo[1,5-a]pyridine-3-carboxamide FC(C(CC1=NOC(=N1)C=1C=CC(=C(C1)NC(=O)C=1C=NN2C1C=CC(=C2)COCCC(C)(C)O)C)O)F